COC(=O)C=1C=CC2=C(N(C(=N2)[C@H](C)N2[C@H](CN(CC2)C2=NC(=CC=C2)OCC2=C(C=C(C=C2)C#N)F)CF)C[C@H]2OCC2)C1 2-((S)-1-((R)-4-(6-((4-cyano-2-fluorobenzyl)oxy)pyridin-2-yl)-2-(fluoroMethyl)piperazin-1-yl)ethyl)-1-(((S)-oxetan-2-yl)methyl)-1H-benzo[d]imidazole-6-carboxylic acid methyl ester